tertbutyl (4R)-2,2-dimethyl-4-[4-(4-methyl-1,3-oxazol-5-yl) phenyl]-1,3-oxazolidine-3-carboxylate CC1(OC[C@H](N1C(=O)OC(C)(C)C)C1=CC=C(C=C1)C1=C(N=CO1)C)C